docosa-4,7,10,13,16,19-hexenoic acid C(CCC=CCC=CCC=CCC=CCC=CCC=CCC)(=O)O